tert-butyl 7-{[(3-chloropyridin-2-yl)oxy]methyl}-6-azaspiro[3.4]octane-6-carboxylate ClC=1C(=NC=CC1)OCC1N(CC2(CCC2)C1)C(=O)OC(C)(C)C